FC1([C@H]2CCC[C@@]12C1=CNC=2N=CN=C(C21)N[C@H]2CN(CCC2)C(C=C)=O)F ((R)-3-((5-((1R,5S)-6,6-difluorobicyclo[3.1.0]hexan-1-yl)-7H-pyrrolo[2,3-d]pyrimidin-4-yl)amino)piperidin-1-yl)prop-2-en-1-one